3-(2-(5-(4-fluorobenzylidene)-3-(2,4-dimethylphenyl)-4-oxothiazolidine-2-ylidene)hydrazono)-5-bromo-1H-indol-2-one FC1=CC=C(C=C2C(N(C(S2)=NN=C2C(NC3=CC=C(C=C23)Br)=O)C2=C(C=C(C=C2)C)C)=O)C=C1